CN1N=C(C=C1C(=O)N[C@@H](C)C1=CC(=NO1)C1=CC(=NC=C1)C(F)(F)F)C(F)(F)F 2-methyl-5-(trifluoromethyl)-N-[(1S)-1-[3-[2-(trifluoromethyl)-4-pyridyl]isoxazol-5-yl]ethyl]pyrazole-3-carboxamide